Benzyl (2S)-2-(4-(methoxycarbonyl)phenyl)-4-(prop-2-yn-1-yl)piperidine-1-carboxylate COC(=O)C1=CC=C(C=C1)[C@H]1N(CCC(C1)CC#C)C(=O)OCC1=CC=CC=C1